C(C)(C)(C)C1NCC12CC(C2)C(N(C)C2=C(C=CC=C2)C(C)C)=O tert-butyl-6-((2-isopropylphenyl)(methyl)carbamoyl)-2-azaspiro[3.3]heptane